tert-butyl (2-(2-((3-amino-1H-indazol-5-yl)methyl)-4-fluorophenoxy)ethyl)carbamate NC1=NNC2=CC=C(C=C12)CC1=C(OCCNC(OC(C)(C)C)=O)C=CC(=C1)F